NC=1C2=C(C(NN1)=O)N(N=C2C2=CC=C(CNC(C1=C(C=CC(=C1)F)OC)=O)C=C2)C(C)CC N-(4-(4-amino-1-(sec-butyl)-7-oxo-6,7-dihydro-1H-pyrazolo[3,4-d]pyridazin-3-yl)benzyl)-5-fluoro-2-methoxybenzamide